dimethylspiro[cyclopropane-1,5'-inden] CC1C(C12C=C1C=CC=C1C=C2)C